1-cyano-N-methyl-N'-[[5-(trifluoromethyl)-2-pyridyl]methyl]cyclobutanecarbohydrazide C(#N)C1(CCC1)C(=O)N(NCC1=NC=C(C=C1)C(F)(F)F)C